4-(3-methoxy-4-{[4-methyl-2-(trifluoromethyl)phenoxy]Methyl}phenyl)-2H,4H,5H,6H,7H-pyrazolo[3,4-b]Pyridin-6-one COC=1C=C(C=CC1COC1=C(C=C(C=C1)C)C(F)(F)F)C1C=2C(NC(C1)=O)=NNC2